5-methoxy-1H-indole fumarate C(\C=C\C(=O)O)(=O)O.COC=1C=C2C=CNC2=CC1